[3-(3-sulfanylpropanoyloxy)-2,2-bis(3-sulfanylpropanoyloxymethyl)propyl] 3-sulfanylpropanoate SCCC(=O)OCC(COC(CCS)=O)(COC(CCS)=O)COC(CCS)=O